tert-butyl 3-[4-[4-[[(1-tert-butyltriazole-4-carbonyl)amino]methyl]-3-methyl-phenyl]-3-pyridyl]-3,6-diazabicyclo[3.2.1]octane-6-carboxylate C(C)(C)(C)N1N=NC(=C1)C(=O)NCC1=C(C=C(C=C1)C1=C(C=NC=C1)N1CC2CN(C(C1)C2)C(=O)OC(C)(C)C)C